8-Bromo-6-[(3R)-3-{[tert-butyl(dimethyl)silyl]oxy}-3-methylpiperidin-1-yl]-2-{[(2R,7aS)-2-fluorotetrahydro-1H-pyrrolizin-7a(5H)-yl]methoxy}-7-(3-methoxycyclobutyl)-7H-purine BrC1=NC2=NC(=NC(=C2N1C1CC(C1)OC)N1C[C@](CCC1)(C)O[Si](C)(C)C(C)(C)C)OC[C@]12CCCN2C[C@@H](C1)F